(3-((5-fluoro-2-(1-(2-hydroxyethyl)-3,5-dimethyl-1H-pyrazol-4-yl)pyridin-4-yl)oxy)azetidin-1-yl)methanone FC=1C(=CC(=NC1)C=1C(=NN(C1C)CCO)C)OC1CN(C1)C=O